1-piperidinomethanone N1(CCCCC1)C=O